(R)-6-chloro-3-((1-(2-(4-(3-methoxy-1H-pyrazol-1-yl)piperidin-1-yl)-3,6-dimethyl-4-oxo-3,4-dihydroquinazolin-8-yl)ethyl)amino)-N-(methylsulfonyl)picolinamide ClC1=CC=C(C(=N1)C(=O)NS(=O)(=O)C)N[C@H](C)C=1C=C(C=C2C(N(C(=NC12)N1CCC(CC1)N1N=C(C=C1)OC)C)=O)C